N1C(=NC=C1)CC1CCNCC1 4-[(1H-imidazol-2-yl)methyl]piperidine